chloro-N-(3-(5-cyclopropylpyrazin-2-yl)phenyl)-7-fluoro-N-(trifluoromethyl)-[1,2,4]triazolo[4,3-a]quinazolin-5-amine ClC1=NN=C2N1C1=CC=C(C=C1C(=N2)N(C(F)(F)F)C2=CC(=CC=C2)C2=NC=C(N=C2)C2CC2)F